tert-butyl 7-(((1S,3S)-3-(ethoxycarbonyl) cyclobutyl) methyl)-3,4-dihydro-1,8-naphthyridine-1(2H)-carboxylate C(C)OC(=O)C1CC(C1)CC1=CC=C2CCCN(C2=N1)C(=O)OC(C)(C)C